C(C)OCCCCC(=O)O 5-ETHOXYPENTANOIC ACID